CNC(=O)C1=NC2=C(N1)C=CC(=C2)[N+](=O)[O-] N-methyl-5-nitro-1H-benzo[d]imidazole-2-carboxamide